(+-)-5-(but-2-en-1-yloxy)-1-pentylcyclopent-1-ene C(C=CC)O[C@@H]1CCC=C1CCCCC |r|